glucosamine (sulfate) S(=O)(=O)(O)O.OC1[C@H](N)[C@@H](O)[C@H](O)[C@H](O1)CO